N-[5-[4-(3-chloro-2-fluoro-anilino)quinazolin-6-yl]-2-methyl-3-pyridyl]-N-methylsulfonyl-methanesulfonamide ClC=1C(=C(NC2=NC=NC3=CC=C(C=C23)C=2C=C(C(=NC2)C)N(S(=O)(=O)C)S(=O)(=O)C)C=CC1)F